S1C(=NC=C1)C=1NC2=C(N1)C=CC=C2 2-(thiazolyl)-benzimidazole